C1(CCCCC1)C(=CCN)C1CCCCC1.SC=1SC2=C(N1)C=CC=C2 2-mercaptobenzothiazole dicyclohexylallylamine salt